C(C)(=O)NC(C)C=1C(=C(C(=C2C=NNC12)C=1C=CC=2N(C1)C=C(N2)NC(=O)C2C(C2)F)Cl)F N-(6-(7-(1-acetamidoethyl)-5-chloro-6-fluoro-1H-indazol-4-yl)imidazo[1,2-a]pyridin-2-yl)-2-fluorocyclopropane-1-carboxamide